3-(Methanesulfonyloxymethyl)-2-aza-bicyclo[3.1.0]hexane-2-carboxylic acid tert-butyl ester C(C)(C)(C)OC(=O)N1C2CC2CC1COS(=O)(=O)C